C(N)(=O)C1CC12CCN(CC2)C(=O)OC(C)(C)C tert-Butyl 1-carbamoyl-6-azaspiro[2.5]octane-6-carboxylate